FC1=C(C=CC(=C1)C(F)(F)F)CN(C(C(N)=O)=O)C N'-[[2-Fluoro-4-(trifluoromethyl)phenyl]methyl]-N'-methyl-oxamide